(2R,5S)-4-(3-Chloro-4-cyanophenyl)-2,5-dimethyl-N-(6-(4-oxobutoxy)pyridin-3-yl)piperazine-1-carboxamide ClC=1C=C(C=CC1C#N)N1C[C@H](N(C[C@@H]1C)C(=O)NC=1C=NC(=CC1)OCCCC=O)C